6-[(2S)-2-aminopropyl]-7-methyl-N-(thiophen-2-ylmethyl)thieno[3,2-d][1,2,3]triazin-4-amine N[C@H](CC1=C(C=2N=NN=C(C2S1)NCC=1SC=CC1)C)C